C1(CC1)C=1N=NN(C1)[C@H](C(=O)N1[C@@H](C[C@H](C1)O)C(=O)NC1COC2=CC=CC=C2C1O)C(C)(C)C (2S,4R)-1-[(2S)-2-(4-cyclopropyltriazol-1-yl)-3,3-dimethyl-butanoyl]-4-hydroxy-N-(4-hydroxychroman-3-yl)pyrrolidine-2-carboxamide